[Na+].[Na+].FC(C(C(=O)[O-])(F)F)(C(=O)[O-])F tetrafluorosuccinic acid disodium salt